OC=1C=C2[C@@H](C[C@H]([C@H](C2=CC1)C1=CC=C(C=C1)N1CCC(CC1)C=O)C1=CC=CC=C1)C 1-(4-((1S,2R,4R)-6-hydroxy-4-methyl-2-phenyl-1,2,3,4-tetrahydronaphthalen-1-yl)phenyl)piperidine-4-carbaldehyde